(R)-5-(3-cyclohexyl-7-fluoro-2-methyl-1,1-dioxido-5-phenyl-2,3,4,5-tetrahydrobenzo[f][1,2,5]thiadiazepin-8-yl)-3-methylthiophene-2-carboxylate C1(CCCCC1)[C@H]1N(S(C2=C(N(C1)C1=CC=CC=C1)C=C(C(=C2)C2=CC(=C(S2)C(=O)[O-])C)F)(=O)=O)C